NC=1C(=C(C=C2C=C(N=CC12)NC(OC1CC(C1)N1CC(C1)(F)F)=O)C1=C(C2=C(OCCN2)N=C1)C)F (1s,3s)-3-(3,3-Difluoroazetidin-1-yl)cyclobutyl (8-amino-7-fluoro-6-(8-methyl-2,3-dihydro-1H-pyrido[2,3-b][1,4]oxazin-7-yl)isoquinolin-3-yl)carbamate